1-(pyrrolidin-3-yl)ethane-1,2-diol hydrochloride Cl.N1CC(CC1)C(CO)O